C(CCCCC)C(C(=O)OCCCCC(=O)OCCC1CCN(CC1)CCSSCCN1CCC(CC1)CCOC(CCCCOC(C(CCCCCCCC)CCCCCC)=O)=O)CCCCCCCC [5-[2-[1-[2-[2-[4-[2-[5-(2-hexyldecanoyloxy) pentanoyloxy] ethyl]-1-piperidinyl] ethyldisulfanyl] ethyl]-4-piperidinyl] ethoxy]-5-oxo-pentyl] 2-hexyldecanoate